ClC=1C(=CC(=C(C1)NC(=O)NCC=1C=C2CN(C(C2=CC1)=O)C1C(NC(CC1)=O)=O)O)C(F)(F)F 1-(5-chloro-2-hydroxy-4-(trifluoromethyl)phenyl)-3-((2-(2,6-dioxopiperidin-3-yl)-1-oxoisoindolin-5-yl)methyl)urea